(3S)-5-[(E)-6-[tert-butoxycarbonyl(methyl)amino]hex-1-enyl]-2-oxo-spiro[1H-pyrrolo[2,3-b]pyridine-3,6'-5,7-dihydrocyclopenta[b]pyridine]-3'-carboxylic acid C(C)(C)(C)OC(=O)N(CCCC/C=C/C=1C=C2C(=NC1)NC([C@]21CC=2C(=NC=C(C2)C(=O)O)C1)=O)C